2-(1-naphthyloctyl)-1H-benzimidazole C1(=CC=CC2=CC=CC=C12)CCCCCCCCC1=NC2=C(N1)C=CC=C2